(2-chloro-6-methoxybenzo[d]thiazol-4-yl)(2-isopropylphenyl)methanol calcium [Ca].ClC=1SC2=C(N1)C(=CC(=C2)OC)C(O)C2=C(C=CC=C2)C(C)C